N-[4-(5-bromo-1,3,4-thiadiazol-2-yl)cyclohexyl]carbamic acid tert-butyl ester C(C)(C)(C)OC(NC1CCC(CC1)C=1SC(=NN1)Br)=O